Tert-butyl (2-(prop-2-yn-1-yl-amino)ethyl)carbamate C(C#C)NCCNC(OC(C)(C)C)=O